3-(2,5-dihydro-1H-pyrrol-3-yl)-6-[(2R)-2-(3-fluorophenyl)pyrrolidin-1-yl]imidazo[1,2-b]pyridazine N1CC(=CC1)C1=CN=C2N1N=C(C=C2)N2[C@H](CCC2)C2=CC(=CC=C2)F